ClC1=NC=C(C(=C1)C1=C(C=NC(=C1)C)C(=O)NC=1SC=2N=C(N=CC2N1)N1CCC2(COC2)CC1)OC 2'-chloro-5'-methoxy-6-methyl-N-(5-(2-oxa-7-azaspiro[3.5]nonan-7-yl)-[1,3]thiazolo[5,4-d]pyrimidin-2-yl)-[4,4'-bipyridine]-3-carboxamide